N-(1S,4S)-[4-[[2-(ethylamino)-6-(trifluoromethyl)pyrimidin-4-yl]amino]cyclohexyl]-4-methoxy-benzamide C(C)NC1=NC(=CC(=N1)NC1CCC(CC1)NC(C1=CC=C(C=C1)OC)=O)C(F)(F)F